N1=C(N)N=C(N)N=C1N.P(=O)(O)(O)OCC(CO)(COCC(CO)(CO)CO)CO dipentaerythritol phosphate melamine salt